C(C1=CC(O)=C(O)C(O)=C1)(=O)[O-].[Mn+2].[Zn+2].C(C1=CC(O)=C(O)C(O)=C1)(=O)[O-].C(C1=CC(O)=C(O)C(O)=C1)(=O)[O-].C(C1=CC(O)=C(O)C(O)=C1)(=O)[O-] zinc-manganese gallate